7-((trans)-4-(6-methyl-2,6-diazaspiro[3.3]heptan-2-yl)cyclohexyl)-5-(4-phenoxyphenyl)-7H-pyrrolo[2,3-d]pyrimidin-4-amine CN1CC2(CN(C2)[C@@H]2CC[C@H](CC2)N2C=C(C3=C2N=CN=C3N)C3=CC=C(C=C3)OC3=CC=CC=C3)C1